((1R,5S,6S)-3-(2-(3,3-difluoro-2-methylazetidin-1-yl)-8,8-difluoro-5,6,7,8-tetrahydroquinazolin-4-yl)-3-azabicyclo[3.1.0]hexan-6-yl)acetic acid FC1(C(N(C1)C1=NC=2C(CCCC2C(=N1)N1C[C@@H]2C([C@@H]2C1)CC(=O)O)(F)F)C)F